C(C)(C)(C)OC(=O)N1CCC(CC1)C1=C(C=C(C=C1)NC1C(NC(CC1)=O)=O)C#N 4-[2-cyano-4-(2,6-dioxo-piperidin-3-ylamino)-phenyl]-piperidine-1-carboxylic acid tert-butyl ester